C1(CCC(CC1)C(=O)Cl)C(=O)Cl cyclohexane-1,4-dicarbonyl dichloride